(+)-2-(N-CBz-L-valyloxy)propionic acid C(=O)(OCC1=CC=CC=C1)N[C@@H](C(C)C)C(=O)OC(C(=O)O)C